N-Boc-L-valine N-succinimidyl ester CC(C)C(C(=O)ON1C(=O)CCC1=O)NC(=O)OC(C)(C)C